amino-3,4,8-trimethyl-imidazo[4,5-f]quinoxaline NC=1N(C=2C(=C3N=C(C=NC3=CC2C)C)N1)C